2-[4-(1-cyanocyclopropyl)phenyl]-5-ethylsulfonyl-1-methyl-imidazole C(#N)C1(CC1)C1=CC=C(C=C1)C=1N(C(=CN1)S(=O)(=O)CC)C